ClC1=C(C=CC(=C1OC(F)F)Cl)NC(CN1C(=C(C(N2N=C(N=C12)C=1C=C2CCOCC2=CC1)=O)N1CCN(CC1)C(=O)C1=NC=NC(=C1O)C)CC)=O N-(2-chloro-4-chlorodifluoromethoxyphenyl)(6-ethyl-5-{4-[(5-hydroxy-6-methyl-4-pyrimidinyl)carbonyl]-1-piperazinyl}-2-(6-isochromanyl)-4-oxo-1,3,3a,7-tetraaza-7-indenyl)acetamide